(2S,4R)-1-[(2S)-2-[4-[[(3-cyanobenzoyl)amino]methyl]triazol-1-yl]-3,3-dimethyl-butanoyl]-4-hydroxy-N-methyl-pyrrolidine-2-carboxamide C(#N)C=1C=C(C(=O)NCC=2N=NN(C2)[C@H](C(=O)N2[C@@H](C[C@H](C2)O)C(=O)NC)C(C)(C)C)C=CC1